(E)-3-(3-Chloro-4-hydroxyphenyl)-1-(4-nitrophenyl)prop-2-en-1-one ClC=1C=C(C=CC1O)/C=C/C(=O)C1=CC=C(C=C1)[N+](=O)[O-]